IC=1C=C(C=CC1)N1C(C2=CC=CC=C2C1)=O 2-(3-iodophenyl)-2,3-dihydro-1H-isoindol-1-one